Methyl ((R)-1-cyclobutyl-2-((S)-3-(((S)-1-(cyclopropylamino)-6,6-difluoro-1,2-dioxoheptan-3-yl)carbamoyl)-2-azaspiro[4.5]decan-2-yl)-2-oxoethyl)carbamate C1(CCC1)[C@H](C(=O)N1CC2(C[C@H]1C(N[C@H](C(C(=O)NC1CC1)=O)CCC(C)(F)F)=O)CCCCC2)NC(OC)=O